methoxy-2'-oxo-1',4'-dihydro-2'H-spiro[pyrrolidine-3,3'-quinoline]-1-carbonitrile CON1C(C2(CC3=CC=CC=C13)CN(CC2)C#N)=O